NC(CC(=O)O)CCCC(=O)O β-aminopimelic acid